ClC=1C=C2C(C(N(C2=CC1)C)=O)C(=C)O 5-chloro-3-(1-hydroxyvinyl)-1-methylindol-2-one